C(=O)(O)CN([C@@H](CCC(=O)[O-])C(=O)[O-])CC(=O)O.[Na+].[Na+].[Na+].[Na+].C(=O)(O)CN([C@@H](CCC(=O)[O-])C(=O)[O-])CC(=O)O Tetrasodium N,N-bis(carboxymethyl)-L-glutamat